BrC=1C2=C(SC1C(F)(F)P(OCC)(OCC)=O)C(=C(C=C2)F)OCCCC(F)(F)F diethyl ((3-bromo-6-fluoro-7-(4,4,4-trifluorobutoxy)benzo[b]thiophen-2-yl)difluoromethyl)phosphonate